N-(tert-butyl)-2-(6-((2-((3-chloro-5-fluorophenyl)amino)-2-oxoethyl)amino)-2-azaspiro[3.3]heptane-2-yl)acetamide C(C)(C)(C)NC(CN1CC2(C1)CC(C2)NCC(=O)NC2=CC(=CC(=C2)F)Cl)=O